2-{5-[4-(4-benzyl-7-methyl-1,4-diazepane-1-carbonyl)-4-phenylpiperidin-1-yl]pyridazin-3-yl}phenol C(C1=CC=CC=C1)N1CCN(C(CC1)C)C(=O)C1(CCN(CC1)C=1C=C(N=NC1)C1=C(C=CC=C1)O)C1=CC=CC=C1